(3R)-3-(4-Chlorophenyl)-2-[(5-chloropyridin-2-yl)methyl]-6-{2-hydroxy-1-[(1S,4S)-5-methyl-2,5-diazabicyclo[2.2.1]heptan-2-yl]propan-2-yl}-3-methoxy-2,3-dihydro-1H-isoindol-1-on ClC1=CC=C(C=C1)[C@@]1(N(C(C2=CC(=CC=C12)C(CN1[C@@H]2CN([C@H](C1)C2)C)(C)O)=O)CC2=NC=C(C=C2)Cl)OC